ClC=1C=CC(=NC1)C(=O)NCCO 5-chloro-N-(2-hydroxyethyl)-2-pyridinecarboxamide